6-(morpholinomethyl)quinoline-4-carboxylic acid O1CCN(CC1)CC=1C=C2C(=CC=NC2=CC1)C(=O)O